COC(=O)[C@H]1CN(CC1)CC1=CC=C(C=C1)C1CN(C1)C1=C(C=CC=C1Cl)Cl (R)-1-(4-(1-(2,6-dichlorophenyl)azetidin-3-yl)-benzyl)pyrrolidine-3-carboxylic acid methyl ester